ClC1=NC=CC(=C1C(=O)OC)C(=O)[O-] methyl 2-chloropyridine-3,4-dicarboxylate